Cl.O1C(=NC=C1)CN 1-(1,3-oxazol-2-yl)methanamine, hydrochloride salt